iron(II) palladium chloride [Pd](Cl)Cl.[Fe+2]